(S)-5-methyl-6,7-dihydroimidazo[1,5-a]pyrazin-8(5H)-one C[C@H]1CNC(C=2N1C=NC2)=O